3,4,5-trichlorotert-butylbenzene ClC=1C=C(C=C(C1Cl)Cl)C(C)(C)C